ClC1=CC=C2C(=N1)N(C=C2C2=C(C=CC=C2OC)F)COCC[Si](C)(C)C 6-chloro-3-(2-fluoro-6-methoxyphenyl)-1-{[2-(trimethylsilyl)ethoxy]methyl}pyrrolo[2,3-b]pyridine